methyl (2S)-2-[[(2S)-3-cyclopropyl-2-[(4-methoxy-1H-indole-2-carbonyl)amino]propanoyl]amino]-3-(5-oxo-4-azaspiro[2.5]octan-6-yl)propanoate C1(CC1)C[C@@H](C(=O)N[C@H](C(=O)OC)CC1C(NC2(CC2)CC1)=O)NC(=O)C=1NC2=CC=CC(=C2C1)OC